ClC=1C=C(C=CC1F)C(C=1NC(=C(N1)C)S(=O)(=O)C)OCC1(CC1)C(C)C 2-[(3-chloro-4-fluorophenyl)-[(1-propan-2-ylcyclopropyl)methoxy]methyl]-4-methyl-5-methylsulfonyl-1H-imidazole